C(C)(C)(C)C=1C=C2C=CC3=CC(=CC4=CC=C(C1)C2=C43)B4OC(C(O4)(C)C)(C)C 2-(7-(tert-butyl)pyren-2-yl)-4,4,5,5-tetramethyl-1,3,2-dioxaborolane